N[C@H]1CC[C@H](CC1)O Cis-4-Aminocyclohexanol